3-(5-fluoro-3,3-dimethyl-3,4-dihydroisoquinolin-1-yl)quinoline FC1=C2CC(N=C(C2=CC=C1)C=1C=NC2=CC=CC=C2C1)(C)C